triphenyl-(2-phenylethyl)phosphonium iodide [I-].C1(=CC=CC=C1)[P+](CCC1=CC=CC=C1)(C1=CC=CC=C1)C1=CC=CC=C1